Mercaptobutylamine SCCCCN